tert-Butyl (3S)-3-(methylsulfonyloxymethyl)pyrrolidine-1-carboxylate CS(=O)(=O)OC[C@@H]1CN(CC1)C(=O)OC(C)(C)C